hydroxyethyltrimethylammonium trifluoromethanesulfonate FC(S(=O)(=O)[O-])(F)F.OCC[N+](C)(C)C